C(C)C1=NC2=C(N1)C=C(C=C2C(=O)NCC2=C(C=CC=C2)C(F)(F)F)NC(=O)C2=C(C=CC=C2)C(F)(F)F 2-ethyl-N-[2-(trifluoromethyl)benzyl]-6-({[2-(trifluoromethyl)phenyl]carbonyl}Amino)-1H-benzimidazole-4-carboxamide